CC(C(=O)O)(CCC(=O)O)C 2,2-dimethylpentanedioic Acid